2-(2-fluorophenoxy)-3-nitrobenzonitrile FC1=C(OC2=C(C#N)C=CC=C2[N+](=O)[O-])C=CC=C1